bis[4-(tri-tert-butoxysilyl)phenyl]ethylene C(C)(C)(C)O[Si](C1=CC=C(C=C1)C=CC1=CC=C(C=C1)[Si](OC(C)(C)C)(OC(C)(C)C)OC(C)(C)C)(OC(C)(C)C)OC(C)(C)C